Cl.C(CCC)[NH-] Butylamide hydrochloride